O1C=C(C=C1)C(C(=O)O)=O 3-FURYL(OXO)ACETIC ACID